N-[2,4-difluoro-3-([[3-methyl-4-(pyridin-3-yl)-1H-pyrazolo[3,4-b]pyridin-5-yl]oxy]methyl)phenyl]-5-fluoro-2-methoxypyridine-3-sulfonamide FC1=C(C=CC(=C1COC=1C(=C2C(=NC1)NN=C2C)C=2C=NC=CC2)F)NS(=O)(=O)C=2C(=NC=C(C2)F)OC